C(C)OC(=O)C=1N=CC=2CN(CCC2C1)C1=CC(=NC(=C1)F)N1CC(OCC1)CC 7-(2-(2-ethylmorpholino)-6-fluoropyridin-4-yl)-5,6,7,8-tetrahydro-2,7-naphthyridine-3-carboxylic acid ethyl ester